2-(chloromethyl)-5-[[(2S)-2-[[(2S)-2-(9H-fluoren-9-ylmethoxycarbonylamino)-3-methyl-butyryl]amino]propionyl]amino]benzenesulfonic acid ClCC1=C(C=C(C=C1)NC([C@H](C)NC([C@H](C(C)C)NC(=O)OCC1C2=CC=CC=C2C=2C=CC=CC12)=O)=O)S(=O)(=O)O